3-methoxy-N-methyl-2-nitro-5-(trifluoromethyl)aniline COC=1C(=C(NC)C=C(C1)C(F)(F)F)[N+](=O)[O-]